N-(1-cyanocyclopropyl)-3-(5-(difluoromethyl)-1,3,4-thiadiazol-2-yl)-8-(2-hydroxy-2-methyl-7-azaspiro[3.5]nonan-7-yl)imidazo[1,5-a]pyridine-6-sulfonamide C(#N)C1(CC1)NS(=O)(=O)C=1C=C(C=2N(C1)C(=NC2)C=2SC(=NN2)C(F)F)N2CCC1(CC(C1)(C)O)CC2